N-(2-(4-methoxy-1H-indol-3-yl)ethyl)butan-2-amine COC1=C2C(=CNC2=CC=C1)CCNC(C)CC